3-(2-cyanopropan-2-yl)-N-(3-(4-(4-(4-hydroxybutoxy)pyridin-3-yl)-1H-pyrazol-1-yl)-4-methylphenyl)benzamide C(#N)C(C)(C)C=1C=C(C(=O)NC2=CC(=C(C=C2)C)N2N=CC(=C2)C=2C=NC=CC2OCCCCO)C=CC1